C(C)(C)(C)C1=CC=C(N)C=C1 para-tertiary butyl-aniline